BrCC(=O)C1=C(N=C(S1)NC(C)=O)C N-(5-(2-bromoacetyl)-4-methylthiazol-2-yl)acetamide